N=1C=NN2C1C=C(C=C2)C2=CNC=1N=C(N=CC12)NC1CC(C1)(C)N1C(CCC1)=O 1-((1r,3r)-3-((5-([1,2,4]triazolo[1,5-a]pyridin-7-yl)-7H-pyrrolo[2,3-d]pyrimidin-2-yl)amino)-1-methylcyclobutyl)pyrrolidin-2-one